thiazolo[5,4-d]thiazolidine S1C=NC2=C1NCS2